methyl (1R,3S)-3-(2,2-dichlorovinyl)-2,2-dimethylcyclopropanecarboxylate ClC(=C[C@H]1C([C@@H]1C(=O)OC)(C)C)Cl